(2S)-1-[3-(3-{1-[4-amino-3-(difluoromethyl)-1H-pyrazolo[3,4-d]pyrimidin-1-yl]ethyl}-5-chloro-2-ethoxy-6-fluorophenyl)azetidin-1-yl]propan-2-ol NC1=C2C(=NC=N1)N(N=C2C(F)F)C(C)C=2C(=C(C(=C(C2)Cl)F)C2CN(C2)C[C@H](C)O)OCC